ClC=1C(=CC=C2N=CC(=NC12)C=1C=NN(C1)C1CCN(CC1)C1COC1)OC=1C=CC2=C(NC(=N2)C)C1 8-Chloro-7-((2-methyl-1H-benzo[d]imidazol-6-yl)oxy)-2-(1-(1-(oxetan-3-yl)piperidin-4-yl)-1H-pyrazol-4-yl)quinoxaline